C(C(C)C)OCNC(C=C)=O N-isobutoxymethyl-acrylamide